4-(3-(2-Aminopyrimidin-4-yl)-1-n-butyl-1H-pyrrolo[2,3-b]pyridin-5-yl)-2-methylbut-3-yn-2-ol NC1=NC=CC(=N1)C1=CN(C2=NC=C(C=C21)C#CC(C)(O)C)CCCC